N1=C(C=C2N1C=CC=C2)C2NCCC1=C2N=CN1C1OCCCC1 4-(pyrazolo[1,5-a]pyridin-2-yl)-1-(3,4,5,6-tetrahydro-2H-pyran-2-yl)-4,5,6,7-tetrahydroimidazo[5,4-c]pyridine